(2Z)-2-{[7-amino-4-(3-methyl-1H-indazol-5-yl)-1-oxo-2,3-dihydro-1H-isoindol-2-yl]methyl}-3-(4-fluorophenyl)prop-2-enenitrile NC=1C=CC(=C2CN(C(C12)=O)C/C(/C#N)=C/C1=CC=C(C=C1)F)C=1C=C2C(=NNC2=CC1)C